N1(N=NC2=C1C=CC=C2)CC(=O)N(CC2=CSC=C2)C2=CC=C(C=C2)C=2N=CNC2 2-(Benzotriazol-1-yl)-N-[4-(1H-imidazol-4-yl)phenyl]-N-(3-thienylmethyl)acetamide